2-((tert-butoxycarbonyl)amino)-4-morpholino-4-oxobutanoic acid C(C)(C)(C)OC(=O)NC(C(=O)O)CC(=O)N1CCOCC1